C(C)(C)(C)OC(=O)N[C@H](C[C@@H](NC(C)=O)C=1SC=C(N1)C(=O)OCC)C(C)C Ethyl 2-[(1R,3R)-3-{[(tert-butoxy)carbonyl]amino}-1-acetamido-4-methylpentyl]-1,3-thiazole-4-carboxylate